6-(4-((2S)-6,6-Dimethyl-4-(3-oxo-4-(trifluoromethyl)-3,5,6,7-tetrahydro-2H-cyclopenta[c]pyridazin-7-yl)morpholine-2-carbonyl)piperazin-1-yl)nicotinonitrile CC1(O[C@@H](CN(C1)C1CCC=2C1=NNC(C2C(F)(F)F)=O)C(=O)N2CCN(CC2)C2=NC=C(C#N)C=C2)C